(2s)-2-{[(3,5-Difluorophenyl)acetyl]amino}-N-[(3S)-1-methyl-2-oxo-5-phenyl-2,3-dihydro-1H-1,4-benzodiazepin-3-yl]propanamide FC=1C=C(C=C(C1)F)CC(=O)N[C@H](C(=O)N[C@@H]1C(N(C2=C(C(=N1)C1=CC=CC=C1)C=CC=C2)C)=O)C